(RS)-5-[1-acetoxy-2-(isopropylamino)ethyl]benzene-1,3-diol diacetate hydrochloride Cl.C(C)(=O)OC1=CC(=CC(=C1)[C@H](CNC(C)C)OC(C)=O)OC(C)=O |r|